ClC1=NC(=NC(=N1)C=1C=CC2=C(OC3=C2C=CC=C3)C1)C1=CC=CC=C1 2-chloro-4-dibenzofuran-3-yl-6-phenyl-[1,3,5]triazine